2-(7-((2s,5r)-4-(1-(benzo[d]thiazol-5-yl)ethyl)-2,5-diethylpiperazin-1-yl)-4-methyl-5-oxo-4,5-dihydro-2H-pyrazolo[4,3-b]pyridin-2-yl)acetonitrile S1C=NC2=C1C=CC(=C2)C(C)N2C[C@@H](N(C[C@H]2CC)C=2C=1C(N(C(C2)=O)C)=CN(N1)CC#N)CC